6-[[5-(trifluoromethyl)pyrimidin-2-yl]methyl]-2-azaspiro[3.3]heptane FC(C=1C=NC(=NC1)CC1CC2(CNC2)C1)(F)F